2-ethyl 8-(2-methoxyethyl) (1S,2S,5R)-3,8-diazabicyclo[3.2.1]octane-2,8-dicarboxylate [C@@H]12[C@H](NC[C@@H](CC1)N2C(=O)OCCOC)C(=O)OCC